ClC1=CC=C(N=N1)O[C@H]1[C@H]([C@@H]2CCC[C@H](C1)N2C(=O)OC(C)(C)C)F |r| rac-tert-butyl (1S,2S,3R,5R)-3-((6-chloropyridazin-3-yl)oxy)-2-fluoro-9-azabicyclo[3.3.1]nonane-9-carboxylate